FC(C1=CC=C(C=C1)C=1OC2=C(N1)C=CC=C2)(F)F 2-[4-(trifluoromethyl)phenyl]-1,3-benzoxazol